xylenoyltartaric acid C1(C(C=CC=C1)C)(C)C(=O)C(C(=O)O)(O)C(O)C(=O)O